2-(5-amino-2-(furan-2-yl)-7H-pyrazolo[4,3-e][1,2,4]triazolo[1,5-c]pyrimidin-7-yl)-2-phenylpropionic acid methyl ester COC(C(C)(C1=CC=CC=C1)N1N=CC=2C=3N(C(=NC21)N)N=C(N3)C=3OC=CC3)=O